tert-butyl 7-(1-(1H-imidazol-1-yl)imidazo[1,5-a]pyridine-3-carboxamido)-2-azaspiro[3.5]nonane-2-carboxylate N1(C=NC=C1)C=1N=C(N2C1C=CC=C2)C(=O)NC2CCC1(CN(C1)C(=O)OC(C)(C)C)CC2